C(C)(C)(C)C(C(=O)OC(COC1=C(C=CC=C1)C1=CC=CC=C1)CN1C(=NC=C1)CCCCCCCCCCC)(CC1=NOC(=N1)C(F)(F)C1=CC=C(C=C1)Br)P(=O)(OCC)OCC 1-[([1,1'-biphenyl]-2-yl)oxy]-3-(2-undecyl-1H-imidazol-1-yl)propan-2-ol tert-butyl-3-(5-((4-bromophenyl)difluoromethyl)-1,2,4-oxadiazol-3-yl)-2-(diethoxyphosphoryl)propanoate